C(C)OC=1C=CC=C2C3=C(NC12)CN(CC3)CCCOC3=CC=C1C=CC(NC1=C3)=O 7-(3-(8-ethoxy-1,3,4,9-tetrahydro-2H-pyrido[3,4-b]indol-2-yl)propoxy)quinolin-2(1H)-one